[Si].[Ge].[Tm] thulium germanium silicon